OC1=CC=C(C=C1)C[C@@H](CNC(=O)N[C@H](CC1=CSC=C1)C)NC(OCC1C2=CC=CC=C2C=2C=CC=CC12)=O (9H-fluoren-9-yl)methyl ((S)-1-(4-hydroxyphenyl)-3-(3-((S)-1-(thiophen-3-yl)propan-2-yl)ureido)propan-2-yl)carbamate